ClC(C1=C(N=CN1C[2H])[N+](=O)[O-])Cl 5-(dichloromethyl)-1-deuteromethyl-4-nitro-1H-imidazole